6-bromo-2-[(4R)-5-(difluoromethoxy)-4-[[6-oxo-5-(trifluoromethyl)-1-(2-trimethylsilylethoxymethyl)pyridazin-4-yl]amino]pentyl]-7-fluoro-isoquinolin-1-one BrC=1C=C2C=CN(C(C2=CC1F)=O)CCC[C@H](COC(F)F)NC=1C=NN(C(C1C(F)(F)F)=O)COCC[Si](C)(C)C